methyl (S)-((4-ethyl-8-fluoro-4-hydroxy-9-methyl-3,14-dioxo-3,4,12,14-tetrahydro-1H-pyrano[3',4':6,7]indolizino[1,2-b]quinolin-11-yl)methyl)carbamate C(C)[C@]1(C(OCC=2C(N3CC=4C(=NC=5C=C(C(=CC5C4CNC(OC)=O)C)F)C3=CC21)=O)=O)O